1-(1-((2,6-dimethylphenyl)Amino)-1-oxobutan-2-yl)-1-(3-hydroxybenzyl)piperidin-1-ium Carbonate C([O-])([O-])=O.CC1=C(C(=CC=C1)C)NC(C(CC)[N+]1(CCCCC1)CC1=CC(=CC=C1)O)=O.CC1=C(C(=CC=C1)C)NC(C(CC)[N+]1(CCCCC1)CC1=CC(=CC=C1)O)=O